COC(C(O)(OC)OC)(C)OC.[Ti] titanium tetra-methoxypropanol